methyl (1s,4s)-4-(3-chloroanilino)-2'-{methyl[2-(pyridin-4-yl)ethyl]carbamoyl}spiro[cyclohexane-1,1'-indene]-4-carboxylate ClC=1C=C(NC2(CCC3(C(=CC4=CC=CC=C34)C(N(CCC3=CC=NC=C3)C)=O)CC2)C(=O)OC)C=CC1